BrC1=C(C(=O)O)C=C(C(=C1)C(F)(F)F)F 2-bromo-5-fluoro-4-(trifluoromethyl)benzoic acid